N-{3-[(1S)-1-(4-bromo-2-fluorophenoxy)ethyl]-1,2,4-thiadiazol-5-yl}acetamide BrC1=CC(=C(O[C@@H](C)C2=NSC(=N2)NC(C)=O)C=C1)F